11-oxo-N-((2-(4-(piperidin-3-ylmethoxy)phenyl)thiazol-5-yl)methyl)-10,11-dihydrodibenzo[b,f][1,4]thiazepine-8-carboxamide 5,5-dioxide hydrochloride Cl.O=C1NC2=C(S(C3=C1C=CC=C3)(=O)=O)C=CC(=C2)C(=O)NCC2=CN=C(S2)C2=CC=C(C=C2)OCC2CNCCC2